8-[(2S,5R)-4-[(5-tert-butyl-1,2-oxazol-3-yl)(4-fluorophenyl)methyl]-2,5-dimethylpiperazin-1-yl]-5-methyl-6-oxo-5,6-dihydro-1,5-naphthyridine-2,7-dicarbonitrile C(C)(C)(C)C1=CC(=NO1)C(N1C[C@@H](N(C[C@H]1C)C1=C(C(N(C=2C=CC(=NC12)C#N)C)=O)C#N)C)C1=CC=C(C=C1)F